nonapropylene glycol monomethacrylate C(C(=C)C)(=O)O.CC(COC(C)COC(C)COC(C)COC(C)COC(C)COC(C)COC(C)COC(C)CO)O